6-(2,6-dichloro-3,5-di-methoxyphenyl)-8-(ethylamino)pyrido[3,4-d]pyrimidin ClC1=C(C(=C(C=C1OC)OC)Cl)C1=CC2=C(N=CN=C2)C(=N1)NCC